(R)-N,N,2-trimethyl-4-(1-(3-nitro-5-(trifluoromethyl)phenyl)ethylamino)-7-phenylpyrido[2,3-d]pyrimidine-6-carboxamide CN(C(=O)C1=CC2=C(N=C(N=C2N[C@H](C)C2=CC(=CC(=C2)C(F)(F)F)[N+](=O)[O-])C)N=C1C1=CC=CC=C1)C